ClC=1C=CC2=C(N(C(C=3CN(CCC23)C=2N=C(C3=C(N2)CC[S@]3=O)NC3(CCC3)CO)=O)C)C1 (R)-8-Chloro-3-(4-((1-(hydroxymethyl)cyclobutyl)amino)-5-oxido-6,7-dihydrothieno[3,2-d]pyrimidin-2-yl)-6-methyl-2,3,4,6-tetrahydrobenzo[c][2,7]naphthyridin-5(1H)-one